C(C)(=O)N[C@@H](CC(=O)O)C(=O)NC(C(=O)NCC1=C(C=CC(=C1)OCCC1CNCCC1)C)CC1=CC=CC=C1 (3S)-3-acetamido-4-((1-((2-methyl-5-(2-(piperidin-3-yl)ethoxy)benzyl)amino)-1-oxo-3-phenylpropan-2-yl)amino)-4-oxobutanoic acid